C(CCCCCC\C=C/CCCCCCCC)C1(OC[C@@H](O1)CCCN(C)C)CCCCCCC\C=C/CCCCCCCC 3-((S)-2,2-di((Z)-heptadec-8-en-1-yl)-1,3-dioxolan-4-yl)-N,N-dimethylpropane-1-amine